2-[4-(bromomethyl)phenyl]-5-(trifluoromethyl)oxazole BrCC1=CC=C(C=C1)C=1OC(=CN1)C(F)(F)F